propanhydrazid C(CC)(=O)NN